CC(C)(CCC[C@@H](C)[C@H]1CC[C@H]2[C@@H]3CC=C4[C@H]([C@H](CC[C@]4(C)[C@H]3CC[C@]12C)O)O)O Cholesta-5(6)-ene-3β,4β,25-triol